N1(CCC1)C1=NC(=NC=C1)N1CCC(CC1)NC(C1=CC=C(C=C1)C1=NC=CC2=C1C=CO2)=O N-{1-[4-(azetidin-1-yl)pyrimidin-2-yl]piperidin-4-yl}-4-(furo[3,2-c]pyridin-4-yl)benzamide